N1(N=CC=C1)C[C@@H]1C[C@@H](NC1)CONC(=O)[C@H]1N2C(N([C@H](CC1)C2)OS(=O)(=O)O)=O (2S,5R)-N-{[(2R,4R)-4-(1H-pyrazol-1-ylmethyl)-pyrrolidin-2-yl]methyloxy}-7-oxo-6-(sulfooxy)-1,6-diazabicyclo[3.2.1]octane-2-carboxamide